CC(C)(C)S(=O)N=CC1=CC(=CC=C1)OCC(F)(F)F 2-methyl-N-(3-(2,2,2-trifluoroethoxy)benzylidene)propane-2-sulfinamide